2,6-Bis[1-(2-chloro-4,6-dimethylphenylimino)ethyl]pyridine iron(II) dichloride [Fe](Cl)Cl.ClC1=C(C(=CC(=C1)C)C)N=C(C)C1=NC(=CC=C1)C(C)=NC1=C(C=C(C=C1C)C)Cl